O1C(=CC=C1)C=1C=CC(=C(C1)NC1=NC=NC2=CC(=C(C=C12)NC1CCN(CC1)CC=C)OCCCOC)OC 1-(4-((4-((5-(furan-2-yl)-2-methoxyphenyl)amino)-7-(3-methoxypropoxy)quinazolin-6-yl)amino)piperidin-1-yl)prop-2-en